OC1CC(C1)OC(C1=C(C=C(C=C1)C#N)NC1=C(C=C(C=C1)I)F)=O 4-cyano-2-((2-fluoro-4-iodophenyl)amino)benzoic acid-3-hydroxycyclobutyl ester